N1CCC2(CC1)C=C1C=CC=CC1=C2 spiro[indene-2,4'-piperidine]